FC1=CC=C(C=C1)S(=O)(=O)NCC(=O)N[C@H](C(=O)N(C)C1=CC=C(C=C1)OC)CC1=CC=CC=C1 (S)-2-(2-((4-fluorophenyl)sulfonamido)acetylamino)-N-(4-methoxyphenyl)-N-methyl-3-phenylpropionamide